1,2-di-(9Z-octadecenoyl)-sn-glycero-3-phospho-ethanolamine C(C=CCCCCCCCCCCCCCCC)(=O)OC[C@@H](OC(C=CCCCCCCCCCCCCCCC)=O)COP(=O)(O)OCCN